C(C)(=O)O[C@@H]1[C@@H]([C@H](O[C@H]1N1C2=NC(=NC=C2N(C1=O)CC(F)(F)F)N)COC(C)=O)F ((2R,3R,4S,5R)-4-acetoxy-5-(2-amino-8-oxo-7-(2,2,2-trifluoroethyl)-7,8-dihydro-9H-purin-9-yl)-3-fluorotetrahydrofuran-2-yl)methylacetat